9-[3'-(9-phenyl-9H-carbazol-3-yl)biphenyl-4-yl]naphtho[1',2':4,5]furo[2,3-b]pyrazine C1(=CC=CC=C1)N1C2=CC=CC=C2C=2C=C(C=CC12)C=1C=C(C=CC1)C1=CC=C(C=C1)C1=CN=C2C(=N1)OC1=C2C=2C=CC=CC2C=C1